ClC1=C2C(=C(N=C1Cl)C1=NN(C=C1)C)C=1CN(CCC1N2)C(COC)=O 1-[6,7-dichloro-9-(1-methyl-1H-pyrazol-3-yl)-1,3,4,5-tetrahydro-2H-pyrrolo[3,2-c:4,5-c']dipyridin-2-yl]-2-methoxyethan-1-one